F[C@@H]1C[C@@]2(CCCN2C1)COC=1N=C(C2=C(N1)C(=C(N=C2)C2=CC(=CC1=CC=C(C(=C21)C#C)F)O)F)N2C[C@H](OCC2)CO 4-(2-{[(2r,7as)-2-fluoro-hexahydro-1H-pyrrolizin-7a-yl]methoxy}-8-fluoro-4-[(2S)-2-(hydroxymethyl)morpholin-4-yl]pyrido[4,3-d]pyrimidin-7-yl)-5-ethynyl-6-fluoronaphthalene-2-ol